tert-butyl (S)-2-(6-(3-methyl-1H-pyrrolo[2,3-b]pyridin-5-yl)-2-(6-methylpyrimidine-4-carbonyl)-1,2,3,4-tetrahydroisoquinolin-8-yl)pyrrolidine-1-carboxylate CC1=CNC2=NC=C(C=C21)C=2C=C1CCN(CC1=C(C2)[C@H]2N(CCC2)C(=O)OC(C)(C)C)C(=O)C2=NC=NC(=C2)C